ClC=1C=C2C(C(=CN(C2=CC1N1[C@H]([C@H](CC1)C)COC1=NC=CC=C1Cl)C=1C=NC(=CC1)N1CC(C1)N(C)C)C(=O)O)=O |r| rac-6-chloro-7-((2R,3S)-2-(((3-chloropyridin-2-yl)oxy)methyl)-3-methylpyrrolidin-1-yl)-1-(6-(3-(dimethylamino)azetidin-1-yl)pyridin-3-yl)-4-oxo-1,4-dihydroquinoline-3-carboxylic acid